anthracenyl ether C1(=CC=CC2=CC3=CC=CC=C3C=C12)OC1=CC=CC2=CC3=CC=CC=C3C=C12